C1=NC=CC=2C=NC=3N(C4=CC=C(C=C4C3)C(=O)O)C21 pyrido[4',3':5,6]pyrimido[1,2-a]indole-9-carboxylic acid